NC1=NC2=CC=C(C=C2C(=C1)CO)C(=O)N(C1COC2=C1C=CC(=C2)C(F)(F)F)CC2CC2 2-amino-N-(cyclopropylmethyl)-4-(hydroxymethyl)-N-(6-(trifluoromethyl)-2,3-dihydrobenzofuran-3-yl)quinoline-6-carboxamide